C1(CC1)N1C=C(C(C2=CC(=C(C=C12)F)F)=O)CN[C@@H]1CN(CCC1)C=1C=NC(=CC1)C 1-cyclopropyl-6,7-difluoro-3-({[(3S)-1-(6-methylpyridin-3-yl)piperidin-3-yl]amino}methyl)-1,4-dihydroquinolin-4-one